ClC=1C=C2C(=NC(=NC2=C(C1C1=C(C=CC=2NC=NC21)C)F)N2CC(C2)N(C)C)N2C[C@H](N(C[C@@H]2C)C(C=C)=O)C 1-((2R,5S)-4-(6-chloro-2-(3-(dimethylamino)azetidin-1-yl)-8-fluoro-7-(5-methyl-1H-benzo[d]imidazol-4-yl)quinazolin-4-yl)-2,5-dimethylpiperazin-1-yl)prop-2-en-1-one